[N-](S(=O)(=O)C(F)(F)F)S(=O)(=O)C(F)(F)F.C(CCC)[N+]1(CCCC1)C N-butyl-N-methylpyrrolidinium bis(trifluoromethylsulfonyl)imide